BrC1=NC=CC(=C1)C1=NOC(=C1)[C@H](C)N1C(C2=CC=CC=C2C1=O)=O (S)-2-(1-(3-(2-bromopyridin-4-yl)isoxazol-5-yl)ethyl)isoindoline-1,3-dione